(2,5-Dihydro-1H-pyrrol-1-yl)(4-ethylphenyl)methanone N1(CC=CC1)C(=O)C1=CC=C(C=C1)CC